FC1(C2CN(CC12)C1=CC=C(C(=N1)C)CN1N=CC(=C1)C(=O)O)F 1-[(6-{6,6-Difluoro-3-azabicyclo[3.1.0]hex-3-yl}-2-methylpyridin-3-yl)methyl]-1H-pyrazole-4-carboxylic acid